ClC=1C(=CC(=C(C(=O)NC2=CN=NC(=C2)SC)C1)OC1=CC=C(C=C1)OC(F)(F)F)C(F)(F)F 5-chloro-N-(6-(methylthio)pyridazin-4-yl)-2-(4-(trifluoromethoxy)phenoxy)-4-(trifluoromethyl)benzamide